3-benzyl-1-(trans-4-((4-((cyclobutylmethyl)amino)-5-(trifluoromethyl)pyrimidin-2-yl)amino)cyclohexyl)-1-(5-(2-methoxypyrimidin-5-yl)pyrazin-2-yl)urea C(C1=CC=CC=C1)NC(N(C1=NC=C(N=C1)C=1C=NC(=NC1)OC)[C@@H]1CC[C@H](CC1)NC1=NC=C(C(=N1)NCC1CCC1)C(F)(F)F)=O